1H-pyrazole potassium salt [K].N1N=CC=C1